2-[(tert-Butyldimethylsilyl)oxy]-1-(5-fluoropyridin-2-yl)ethanol [Si](C)(C)(C(C)(C)C)OCC(O)C1=NC=C(C=C1)F